C(CCCCCC)[N+]1=CC=C(C=C1)C1=CC=NC=C1 1-Heptyl-4-(4-pyridinyl)pyridinium